2-cyclopropoxy-6-(4-iodo-1-methyl-1H-pyrazol-5-yl)benzonitrile C1(CC1)OC1=C(C#N)C(=CC=C1)C1=C(C=NN1C)I